FC1=C(C(C(C(C1(F)F)(F)F)(F)F)(F)F)C(C(F)(F)F)(C(C(C(F)(F)F)(F)F)(F)F)F 1,3,3,4,4,5,5,6,6-nonafluoro-2-(perfluoropent-2-yl)cyclohex-1-ene